8-[(1R)-1-[(6-chloro-2-fluoro-3-pyridyl)oxy]ethyl]-2-[1-[(2S)-2-hydroxypropyl]pyrazol-4-yl]-3,6-dimethyl-chromen-4-one ClC1=CC=C(C(=N1)F)O[C@H](C)C=1C=C(C=C2C(C(=C(OC12)C=1C=NN(C1)C[C@H](C)O)C)=O)C